6-fluoro-8-phenyl-3,4-dihydrobenzo[e][1,2,3]oxathiazine 2,2-dioxide FC=1C=C(C2=C(CNS(O2)(=O)=O)C1)C1=CC=CC=C1